4-[6-(1H-benzimidazol-2-yl)pyridine-2-carbonyl]-N-(3-imidazo[1,2-a]pyridin-2-ylphenyl)piperazine-1-carboxamide N1C(=NC2=C1C=CC=C2)C2=CC=CC(=N2)C(=O)N2CCN(CC2)C(=O)NC2=CC(=CC=C2)C=2N=C1N(C=CC=C1)C2